C(#N)C1=CC(=C(OC2=C(C(=O)NC=3C=C(C=CC3)[S@](=O)(C)=NC(OC(C)(C)C)=O)C(=C(C=N2)C2=CC=C(C=C2)C(F)F)C)C=C1)OC tert-butyl (R)-((3-(2-(4-cyano-2-methoxyphenoxy)-5-(4-(difluoromethyl)phenyl)-4-methylnicotinamido)phenyl) (methyl)(oxo)-λ6-sulfaneylidene)carbamate